CC1(C=2C=CC=C(C2C=2C=C3C(=CC12)C=CC=C3)B3OC(C(O3)(C)C)(C)C)C 2-(11,11-dimethyl-11H-benzo[b]fluoren-4-yl)-4,4,5,5-tetramethyl-1,3,2-dioxaborolane